BrC=1C(=NC(=CC1)C1=NNC=N1)C 3-bromo-2-methyl-6-(1H-1,2,4-triazol-3-yl)pyridine